(1RS,2SR)-2-((2-Hydroxy-4-methylphenyl)thio)cyclopentane-1-carboxylic acid OC1=C(C=CC(=C1)C)S[C@@H]1[C@H](CCC1)C(=O)O |r|